6-Bromo-1-methyl-2-oxo-4-(4-(4-(trifluoromethoxy)phenoxy)piperidin-1-yl)-1,2-dihydro-1,5-naphthyridine-3-carbonitrile BrC=1N=C2C(=C(C(N(C2=CC1)C)=O)C#N)N1CCC(CC1)OC1=CC=C(C=C1)OC(F)(F)F